1-(4-fluorophenyl)-5-hydroxy-2-methyl-4-(piperidin-1-ylmethyl)-1H-indole-3-carboxylic acid ethyl ester C(C)OC(=O)C1=C(N(C2=CC=C(C(=C12)CN1CCCCC1)O)C1=CC=C(C=C1)F)C